C(#N)C=1C=CC(=C2C=CC=NC12)OC1C(C(C1(C)C)NC(C1=CC=C(C=C1)N1CCC(CC1)C=O)=O)(C)C N-((1r,3r)-3-((8-Cyanoquinolin-5-yl)oxy)-2,2,4,4-tetramethylcyclobutyl)-4-(4-formylpiperidin-1-yl)benzamide